3-chloro-6-(4-chloro-2-(ethoxymethoxy)-6-methylphenyl)-1,2,4-triazine ClC=1N=NC(=CN1)C1=C(C=C(C=C1C)Cl)OCOCC